C(C)(C)(C)N1N=CC(=C1)C(=O)NCC1=NC(=NO1)C=1N=C2N(C=CC=C2N[C@H]2[C@H](CN(CC2)C)F)C1[C@H]1OC1 1-(tert-butyl)-N-((3-(8-(((3S,4R)-3-fluoro-1-methylpiperidin-4-yl)amino)-3-((R)-oxiran-2-yl)imidazo[1,2-a]pyridin-2-yl)-1,2,4-oxadiazol-5-yl)methyl)-1H-pyrazole-4-carboxamide